O.[Na+].N1(CCOCC1)CCS(=O)(=O)[O-] morpholineethanesulfonic acid sodium salt monohydrate